C(C=C)(=O)OCCCCCCCCCCCCCCCCCCCC[SiH2]CI acryloxyicosyliodomethylsilane